peroxyneodecanoic acid C(CCCCCC(C)(C)C)(=O)OO